FC(OC1=CC=C(C=C1)NN=C(C#N)C#N)(F)F Carbonylcyanide 4-(trifluoromethoxy)phenylhydrazone